hexahydropyrimidine-2,4,6-trione bisp-toluenesulfonic acid salt CC1=CC=C(C=C1)S(=O)(=O)O.CC1=CC=C(C=C1)S(=O)(=O)O.N1C(NC(CC1=O)=O)=O